N1N=CN=C1[C@@H]1CN(CC1)C(=O)N1CC2(C1)CC(C2)CC2=NC(=NS2)C(F)(F)F [(3S)-3-(1H-1,2,4-Triazol-5-yl)pyrrolidin-1-yl]-[6-[[3-(trifluoromethyl)-1,2,4-thiadiazol-5-yl]methyl]-2-azaspiro[3.3]heptan-2-yl]methanone